methyl (S)-2-amino-3-(8-(3,5-dichloroisonicotinamido)imidazo[1,2-a]pyridin-5-yl)propanoate trifluoroacetate FC(C(=O)O)(F)F.N[C@H](C(=O)OC)CC1=CC=C(C=2N1C=CN2)NC(C2=C(C=NC=C2Cl)Cl)=O